dopamine-folate N(CCC1=CC(O)=C(O)C=C1)C1=CC(=CC=C1C(N[C@@H](CCC(=O)[O-])C(=O)O)=O)NCC1=CN=C2N=C(N)NC(=O)C2=N1